5-(4-((2-aminopyridin-4-yl)methyl)piperazin-1-yl)-6-fluoro-N-methylpicolinamide NC1=NC=CC(=C1)CN1CCN(CC1)C=1C=CC(=NC1F)C(=O)NC